FC(OC1=CC(=NN1)NC1=NC(=CN=C1)O[C@H]1[C@H]([C@H]2CC[C@@H](C1)N2)C)F N-(5-(difluoromethoxy)-1H-pyrazol-3-yl)-6-(((1R,2S,3R,5S)-2-methyl-8-azabicyclo[3.2.1]octan-3-yl)oxy)pyrazin-2-amine